N4-acetyltetrahydrocytosine C(C)(=O)NC1NC(NCC1)=O